(R)-(3-aminopiperidin-1-yl)(2-(1-benzyl-1H-indol-2-yl)-3,4-dihydro-5-oxa-1,2a-diazaacenaphthylen-7-yl)methanone N[C@H]1CN(CCC1)C(=O)C=1C=C2OCCN3C(=NC(C1)=C32)C=3N(C2=CC=CC=C2C3)CC3=CC=CC=C3